3-(3-(6-amino-5-fluoropyridin-2-yl)phenyl)-2,2-dimethylpropionic acid tert-butyl ester C(C)(C)(C)OC(C(CC1=CC(=CC=C1)C1=NC(=C(C=C1)F)N)(C)C)=O